C1(=CC=CC=C1)C1=[N+](ON=C1)[O-] 3-phenyl-1,2,5-oxadiazole 2-oxide